1-(4-benzyl-3,4-dihydro-2H-benzo[b][1,4]thiazin-7-yl)-3-(1H-indol-3-yl)urea C(C1=CC=CC=C1)N1C2=C(SCC1)C=C(C=C2)NC(=O)NC2=CNC1=CC=CC=C21